FC1=C2CC(CC2=CC(=C1)OCC(=O)NOC)CN(C(OC(C)(C)C)=O)CCC1CN(C(O1)=O)C1=NC2=C(OCC(N2)=O)N=C1 tert-Butyl N-[[4-fluoro-6-[2-(methoxyamino)-2-oxo-ethoxy]indan-2-yl]methyl]-N-[2-[2-oxo-3-(3-oxo-4H-pyrazino[2,3-b][1,4]oxazin-6-yl)oxazolidin-5-yl]ethyl]carbamate